CN1C=NC2=C1C=C(C=C2)C2=NN=C(O2)C=2C=CC(=C(C#N)C2)NC(C)C 5-[5-(1-methyl-1H-1,3-benzodiazol-6-yl)-1,3,4-oxadiazol-2-yl]-2-[(propan-2-yl)amino]benzonitrile